BrCCCS(=O)(=O)NC1=CC=C(C[C@H](N)C(=O)O)C=C1 p-((3-bromopropyl)sulfonamido)-L-phenylalanine